dibenzyl l-tartrate C(=O)(OCC1=CC=CC=C1)[C@H](O)[C@@H](O)C(=O)OCC1=CC=CC=C1